N-(4-(2-chlorophenyl)thiazol-2-yl)-5-(4-(methylsulfonyl)piperazin-1-yl)picolinamide ClC1=C(C=CC=C1)C=1N=C(SC1)NC(C1=NC=C(C=C1)N1CCN(CC1)S(=O)(=O)C)=O